1-[4-(trifluoromethyl)phenyl]ethylamine FC(C1=CC=C(C=C1)C(C)N)(F)F